3-(2-((1R,3r,5S)-3-amino-9-azabicyclo[3.3.1]nonan-9-yl)-1,1-difluoro-2-oxoethyl)-4-fluoro-N-(4-fluoro-3-methylphenyl)benzamide NC1C[C@H]2CCC[C@@H](C1)N2C(C(F)(F)C=2C=C(C(=O)NC1=CC(=C(C=C1)F)C)C=CC2F)=O